C(C)(=O)C1=C(C2=C(N=C(N=C2)NC=2C=NC(=CC2)C2CCN(CC2)CC2=CC=C(C=C2)CO)N(C1=O)C1CCCC1)C 6-acetyl-8-cyclopentyl-2-((6-(1-(4-(hydroxymethyl)benzyl)piperidin-4-yl)pyridin-3-yl)amino)-5-methylpyrido[2,3-d]pyrimidin-7(8H)-one